2-[1-[2-(1H-Indol-2-yl)-3,6-dimethyl-4-oxo-chromen-8-yl]ethylamino]benzoic acid N1C(=CC2=CC=CC=C12)C=1OC2=C(C=C(C=C2C(C1C)=O)C)C(C)NC1=C(C(=O)O)C=CC=C1